FC(C(C1=CC(=C(C(=C1)[N+](=O)[O-])O)F)C1=CC(=C(C(=C1)[N+](=O)[O-])O)F)(F)F 1,1,1-trifluoro-2,2-bis(3-fluoro-5-nitro-4-hydroxyphenyl)ethane